5-((1-(5-(trifluoromethyl)pyridin-2-yl)-1H-pyrazol-3-yl)amino)picolinonitrile FC(C=1C=CC(=NC1)N1N=C(C=C1)NC=1C=CC(=NC1)C#N)(F)F